C1(CC1)C1=CC=C(C=C1)C=1C=C2C(=C(C(N(C2=NC1)CCN1CCOCC1)=O)C(=O)NC1CCC(CC1)C)O 6-(4-cyclopropylphenyl)-4-hydroxy-N-(4-methylcyclohexyl)-1-(2-morpholinylethyl)-2-oxo-1,2-dihydro-1,8-naphthyridine-3-carboxamide